ethyl-5-fluoro-3-methyl-1H-pyrazol C(C)N1N=C(C=C1F)C